sodium tetraoxide [O-]OO[O-].[Na+].[Na+]